N-{(6R)-2-[4-(2,6-difluorophenyl)-6-methyl[1,2]oxazolo[4,5-c]pyridin-3-yl]-7,7-difluoro-3-oxo-2,5,6,7-tetrahydro-3H-pyrrolo[1,2-c]imidazol-6-yl}methanesulfonamide FC1=C(C(=CC=C1)F)C1=NC(=CC2=C1C(=NO2)N2C(N1C(=C2)C([C@@H](C1)NS(=O)(=O)C)(F)F)=O)C